BrC1=C(C(=C(C=C1)CN1[C@H](CN(CC1)C(=O)OC(C)(C)C)CO)F)F Tert-butyl (3R)-4-[(4-bromo-2,3-difluorophenyl)methyl]-3-(hydroxymethyl)piperazine-1-carboxylate